5-naphthyridinesulfonate N1=CC=CC=2C(=CC=NC12)S(=O)(=O)[O-]